3-[(1R,5S)-8-tert-butoxycarbonyl-3,8-diazabicyclo[3.2.1]octan-3-yl]-2-(methylamino)benzoic acid C(C)(C)(C)OC(=O)N1[C@H]2CN(C[C@@H]1CC2)C=2C(=C(C(=O)O)C=CC2)NC